COC=1C=C2CCN(C(C2=C(C1)OC)=O)C(C)C1=CC=CC=C1 6,8-dimethoxy-2-(1-phenylethyl)-3,4-dihydroisoquinolin-1(2H)-one